methyluric acid CN1C(=O)NC=2NC(=O)NC2C1=O